fluorenylmethoxycarbonyl-L-aspartic acid C1(=CC=CC=2C3=CC=CC=C3CC12)COC(=O)N[C@@H](CC(=O)O)C(=O)O